(2S,4R)-1-((S)-2-amino-2-cyclopentylacetyl)-4-hydroxy-N-(4-(4-methylthiazol-5-yl)benzyl)pyrrolidine-2-carboxamide N[C@H](C(=O)N1[C@@H](C[C@H](C1)O)C(=O)NCC1=CC=C(C=C1)C1=C(N=CS1)C)C1CCCC1